C12C=CC(C(C1)CN1C[C@@H]3[C@H](C1)CC(C3)COC=3N=NC(=CC3)C=3N(N=CC3C)C)C2 (3aR,6aS)-2-(5-bicyclo[2.2.1]hept-2-enylmethyl)-5-[[6-(2,4-dimethyl-pyrazol-3-yl)pyridazin-3-yl]oxymethyl]-3,3a,4,5,6,6a-hexahydro-1H-cyclopenta[c]pyrrole